4-(benzyloxy)-5-(1,3-dioxolan-2-yl)-2-fluoro-3-methoxybenzoic acid C(C1=CC=CC=C1)OC1=C(C(=C(C(=O)O)C=C1C1OCCO1)F)OC